Dimethyl 4-(benzyloxy)cyclopentane-1,2-dicarboxylate C(C1=CC=CC=C1)OC1CC(C(C1)C(=O)OC)C(=O)OC